methyl 4-chloroquinazoline-6-carboxylate ClC1=NC=NC2=CC=C(C=C12)C(=O)OC